3,4-dihydro-2H-thieno[3,4-B][1,4]dioxepine O1C=2C(OCCC1)=CSC2